(tert-Butoxycarbonyl)(4-((tert-butyldimethylsilyl)oxy)butyl)carbamic acid tert-butyl ester C(C)(C)(C)OC(N(CCCCO[Si](C)(C)C(C)(C)C)C(=O)OC(C)(C)C)=O